1-(4-Fluorobenzyl)-5-(4-nitrophenyl)pyridin-2(1H)-one FC1=CC=C(CN2C(C=CC(=C2)C2=CC=C(C=C2)[N+](=O)[O-])=O)C=C1